(3-(difluoromethyl)-2-fluorophenyl)boronic acid FC(C=1C(=C(C=CC1)B(O)O)F)F